FC=1C=C(C=C(C1)F)[C@@H](C)C1(CCN(CC1)C(C1=C(N=CC=C1)C1=NC=NC=C1)=O)C#N |r| racemic-4-(1-(3,5-difluorophenyl)ethyl)-1-(2-(pyrimidin-4-yl)nicotinoyl)piperidine-4-carbonitrile